2-[1-[2,6-difluoro-4-(6-isopropylthio-2-pyridinyl)phenyl]pyrazol-4-yl]acetic acid FC1=C(C(=CC(=C1)C1=NC(=CC=C1)SC(C)C)F)N1N=CC(=C1)CC(=O)O